C1(=CC=CC=C1)C(OCC1CCNCC1)C1=CC=CC=C1 4-((diphenyl-methoxy)methyl)piperidine